(S)-1-chloro-3-(2-chloro-4-(2-(4-((R)-2-hydroxy-3-thiomorpholinopropoxy)phenyl)propan-2-yl)phenoxy)propan-2-ol ClC[C@H](COC1=C(C=C(C=C1)C(C)(C)C1=CC=C(C=C1)OC[C@@H](CN1CCSCC1)O)Cl)O